COC1=NN(C=C1)C1=NC=C(C=C1)[N+](=O)[O-] 2-(3-methoxypyrazol-1-yl)-5-nitro-pyridine